2-(((1r,4r)-4-(((tert-butyldiphenylsilyl)oxy)methyl)cyclohexyl)oxy)ethyl 4-methylbenzenesulfonate CC1=CC=C(C=C1)S(=O)(=O)OCCOC1CCC(CC1)CO[Si](C1=CC=CC=C1)(C1=CC=CC=C1)C(C)(C)C